ClC=1N=C(C=2CCN(CC2C1C#N)C(C)C=1C(=NC(=CC1)F)F)NCC#N 3-Chloro-1-[(cyanomethyl)amino]-6-[1-(2,6-difluoropyridin-3-yl)ethyl]-5,6,7,8-tetrahydro-2,6-naphthyridine-4-carbonitrile